1-(5-(2-aminoethyl)thiophen-2-yl)-2-(quinazolin-4-ylthio)ethan-1-one NCCC1=CC=C(S1)C(CSC1=NC=NC2=CC=CC=C12)=O